11-(1-(2,6-Dioxopiperidin-3-yl)-3-methyl-2-oxo-2,3-dihydro-1H-benzo[d]imidazol-5-yl)undec-10-ynal O=C1NC(CCC1N1C(N(C2=C1C=CC(=C2)C#CCCCCCCCCC=O)C)=O)=O